N-(3-Cyano-4-methyl-1H-indol-7-yl)-1-(1-fluoro-2-hydroxy-1-methylethyl)pyrazol-4-sulfonamid C(#N)C1=CNC2=C(C=CC(=C12)C)NS(=O)(=O)C=1C=NN(C1)C(CO)(C)F